ClCC1=C(CCC2OC2)C=CC=C1 2-(2-(chloromethyl)phenethyl)oxirane